(1r,4R)-4-(3-chloroanilino)-2'-[(2R)-2-methyl-3-{[(5R)-5-methyl-5,6,7,8-tetrahydroquinolin-4-yl]oxy}propyl]spiro[cyclohexane-1,1'-indene]-4-carboxylic acid ClC=1C=C(NC2(CCC3(C(=CC4=CC=CC=C34)C[C@H](COC3=CC=NC=4CCC[C@H](C34)C)C)CC2)C(=O)O)C=CC1